3-amino-4-((2,2-dimethyltetrahydro-2H-pyran-4-yl)amino)quinoline-6-carbonitrile NC=1C=NC2=CC=C(C=C2C1NC1CC(OCC1)(C)C)C#N